dilauryl-β,β'-thio-di-propionate C(CCCCCCCCCCC)OC(CCSCCC(=O)OCCCCCCCCCCCC)=O